(tert-butyl) 6-methyl 3',6'-dihydro-[3,4'-bipyridine]-1',6(2'H)-dicarboxylate N1=CC(=CC=C1C(=O)OC)C=1CCN(CC1)C(=O)OC(C)(C)C